(R)-8-phenyl-2-(2-((tetrahydro-2H-pyran-4-yl)methoxy)pyridin-4-yl)-7,8-dihydro-6H-pyrrolo[2',1':2,3]imidazo[4,5-b]piperidine C1(=CC=CC=C1)C1CCC2=NC3=C(N[C@H](CC3)C3=CC(=NC=C3)OCC3CCOCC3)N21